2,6-diphenylbenzo[1,2-b:4,5-b']dithiophene C1(=CC=CC=C1)C1=CC=2C(S1)=CC1=C(SC(=C1)C1=CC=CC=C1)C2